FC(OC1=CC=C(C=C1)[C@@H]1NCCOC1)(F)F (3S)-3-[4-(trifluoromethoxy)phenyl]morpholin